NCC=1CS(C1)(=O)=O 3-(aminomethyl)-2H-thiete 1,1-dioxide